FC=1C=C(C=CC1OC)C=1C=NC=2CCN=CC2C1 3-(3-fluoro-4-methoxyphenyl)-7,8-dihydro-1,6-naphthyridin